4-(4-methoxyphenyl)-4-methyl-oxepane COC1=CC=C(C=C1)C1(CCOCCC1)C